NC1=NN2C(N=CC=C2)=C1C(=O)NC(C)C1=CC(=C2C(=NNC2=C1C1=CC=CC=C1)Br)Cl 2-amino-N-(1-(3-bromo-4-chloro-7-phenyl-1H-indazol-6-yl)ethyl)pyrazolo[1,5-a]pyrimidine-3-carboxamide